N-[(1R)-5-(5-ethyl-1,2,4-oxadiazol-3-yl)-2,3-dihydro-1H-inden-1-yl]-1-methylpyrazole-4-carboxamide C(C)C1=NC(=NO1)C=1C=C2CC[C@H](C2=CC1)NC(=O)C=1C=NN(C1)C